COC(C)(C)C=1C=CC(=NC1)COC1=NN=C(S1)NC(C1=CN=C(C=C1)C)=O N-(5-((5-(2-methoxypropan-2-yl)pyridin-2-yl)methoxy)-1,3,4-thiadiazol-2-yl)-6-methylnicotinamide